{3-[(3S,4S)-4-amino-3-methyl-2-oxa-8-azaspiro[4.5]dec-8-yl]-6-(2,3-dichlorophenyl)-5-methylpyrazin-2-yl}methanol N[C@@H]1[C@@H](OCC12CCN(CC2)C=2C(=NC(=C(N2)C)C2=C(C(=CC=C2)Cl)Cl)CO)C